(S)-2-((((9H-fluoren-9-yl)methoxy)carbonyl)amino)-3-(6-(pyridin-2-yl)-1H-indol-3-yl)propanoic acid C1=CC=CC=2C3=CC=CC=C3C(C12)COC(=O)N[C@H](C(=O)O)CC1=CNC2=CC(=CC=C12)C1=NC=CC=C1